beta-tyrosine C1=CC(=CC=C1C(CC(=O)O)N)O